4-(4-(((R)-1-(3-(difluoromethyl)-2-fluorophenyl)ethyl)amino)-2-methyl-[1,2,4]triazolo[4',3':1,6]pyrido[2,3-d]pyrimidin-6-yl)-3,6-dihydro-2H-thiopyran 1-oxide FC(C=1C(=C(C=CC1)[C@@H](C)NC=1C2=C(N=C(N1)C)N1C(C(=C2)C=2CCS(CC2)=O)=NN=C1)F)F